OC1=C(C=C(C=C1C)C(C)NC1(CCC1)C)C(C)=O 1-(2-hydroxy-3-methyl-5-(1-((1-methylcyclobutyl)amino)ethyl)phenyl)ethan-1-one